SCC(=O)NC=1C=NC(=CC1)N(C(C)=O)C1=CC=CC=C1 mercapto-N-(6-(N-phenylacetamido)pyridin-3-yl)acetamide